1-tert-butyl-3-(2-ethylhexyl)imidazolium C(C)(C)(C)N1C=[N+](C=C1)CC(CCCC)CC